1,2-dihydroxy-4-methylnaphthalene OC1=C(C=C(C2=CC=CC=C12)C)O